ethyl 3-(2-((4-((((7-chloro-8-fluoroimidazo[1,5-a]pyridin-1-yl)methyl)amino)methyl)-1H-1,2,3-triazol-1-yl)methyl)-6-cyclopropylimidazo[1,2-a]pyridin-8-yl)propanoate ClC1=C(C=2N(C=C1)C=NC2CNCC=2N=NN(C2)CC=2N=C1N(C=C(C=C1CCC(=O)OCC)C1CC1)C2)F